4-biphenylacetic acid C1(=CC=C(C=C1)CC(=O)O)C1=CC=CC=C1